(S)-1-(5-chloro-4-(5,5-dimethyl-5,6-dihydro-4H-pyrrolo[1,2-b]pyrazol-3-yl)pyridin-2-yl)-3-((1-isobutyrylpyrrolidin-3-yl)methyl)urea ClC=1C(=CC(=NC1)NC(=O)NC[C@H]1CN(CC1)C(C(C)C)=O)C1=C2N(N=C1)CC(C2)(C)C